7'-fluoro-2'-methylspiro[cyclopentane-1,3'-indole] FC=1C=CC=C2C3(C(=NC12)C)CCCC3